sodium (S)-3-(3',6-dimethoxybiphenyl-3-yl)-3-(3-(1,5-dimethyl-4-oxido-2-oxo-1,2-dihydro pyridin-3-yl)ureido)propanoate COC=1C=C(C=CC1)C1=CC(=CC=C1OC)[C@H](CC(=O)[O-])NC(=O)NC=1C(N(C=C(C1[O-])C)C)=O.[Na+].[Na+]